5-chloro-1'-{2-[(2-chloropyrimidin-5-yl)oxy]ethyl}-1,2-dihydrospiro[indole-3,4'-piperidin]-2-one ClC=1C=C2C(=CC1)NC(C21CCN(CC1)CCOC=1C=NC(=NC1)Cl)=O